3-(4-Chloro-2,6-dimethylphenyl)-4-hydroxy-8,8-dimethoxy-1-azaspiro[4.5]dec-3-en-2-on ClC1=CC(=C(C(=C1)C)C=1C(NC2(C1O)CCC(CC2)(OC)OC)=O)C